4-(1H-pyrrolo[2,3-b]pyridin-4-yl)-N-((1R,2R)-2-(2,2,2-trifluoroacetamido)-2,3-dihydro-1H-inden-1-yl)benzamide N1C=CC=2C1=NC=CC2C2=CC=C(C(=O)N[C@H]1[C@@H](CC3=CC=CC=C13)NC(C(F)(F)F)=O)C=C2